2,4-Dimethoxybenzene COC1=CC=CC(=C1)OC